C(C1=CC=CC=C1)OCCC(CC#N)=O 5-(benzyloxy)-3-oxovaleronitrile